2-bromo-4-tert-butylpyridine BrC1=NC=CC(=C1)C(C)(C)C